4-(7-(4-aminocyclohexyl)-4-((1-methyl-1H-pyrazol-4-yl)oxy)-7H-pyrrolo[2,3-d]pyrimidin-5-yl)-2-fluorobenzonitrile NC1CCC(CC1)N1C=C(C2=C1N=CN=C2OC=2C=NN(C2)C)C2=CC(=C(C#N)C=C2)F